8-(5-bromo-1-((2-(trimethylsilyl)ethoxy)methyl)-1H-pyrrolo[2,3-b]pyridin-4-yl)-2,8-diazaspiro[4.5]decan-1-one BrC=1C(=C2C(=NC1)N(C=C2)COCC[Si](C)(C)C)N2CCC1(CCNC1=O)CC2